C(C)N(CC(=O)NC1CCN(CC1)C1=C(N=C(S1)C1=NNC(=C1C(C)C)C=1C=C(C=2N(C1)N=CN2)OC)C)CC 2-(diethylamino)-N-(1-(2-(4-isopropyl-5-(8-methoxy-[1,2,4]triazolo[1,5-a]pyridin-6-yl)-1H-pyrazol-3-yl)-4-methylthiazol-5-yl)piperidin-4-yl)acetamide